rac-(4aR,8aS)-6-(4-(9H-Fluoren-9-yl)piperidine-1-carbonyl)hexahydro-2H-pyrido[4,3-b][1,4]oxazin-3(4H)-one C1=CC=CC=2C3=CC=CC=C3C(C12)C1CCN(CC1)C(=O)N1C[C@@H]2[C@@H](OCC(N2)=O)CC1 |r|